bis(1,3-dimethyl-3-(1-methylcyclopentyl)cyclopentadienyl)zirconium dichloride [Cl-].[Cl-].CC1=C(C(C=C1)(C1(CCCC1)C)C)[Zr+2]C1=C(C=CC1(C)C1(CCCC1)C)C